ClC=1C=CC2=C(N=C(O2)C2CC3(CC(C3)NC(=O)C3=CC(=NC=C3)C=3SC=C(N3)C)C2)C1 N-[6-(5-chloro-1,3-benzoxazol-2-yl)spiro[3.3]heptan-2-yl]-2-(4-methylthiazol-2-yl)pyridine-4-carboxamide